4-{[3-(4-{[(3S,4R)-3-fluoro-1-methylpiperidin-4-yl]amino}-1-(2,2,2-trifluoroethyl)-1H-indol-2-yl)prop-2-yn-1-yl]amino}-N-(2-methanesulfonylethyl)-3-methoxybenzamide F[C@H]1CN(CC[C@H]1NC1=C2C=C(N(C2=CC=C1)CC(F)(F)F)C#CCNC1=C(C=C(C(=O)NCCS(=O)(=O)C)C=C1)OC)C